ClC1=C(C=C(OCC(=O)NC23C(CC(CC2)(CC3)NC(=O)C3=N(C=CC=C3)=O)O)C=C1)F N-{4-[2-(4-chloro-3-fluorophenoxy)acetamido]-3-hydroxybicyclo[2.2.2]octan-1-yl}-1-oxo-1λ5-pyridine-2-carboxamide